N1=C(C=CC=C1)CN1C(=NC=C1)C=O 1-pyridine-2-ylmethyl-1H-imidazolecarboxaldehyde